3-[3-Methyl-2-oxo-4-(piperidin-4-yl)-1,3-benzodiazol-1-yl]piperidine-2,6-dione CN1C(N(C2=C1C(=CC=C2)C2CCNCC2)C2C(NC(CC2)=O)=O)=O